Cl.NC\C=C(\CN1N=NC2=C1C=C(C=C2C2=CC(=C(C=C2)OC)S(N(C)C)(=O)=O)C(=O)NOC)/F (Z)-1-(4-amino-2-fluoro-but-2-en-1-yl)-4-(3-(N,N-dimethylsulfamoyl)-4-methoxyphenyl)-N-methoxy-1H-benzo[d][1,2,3]triazole-6-carboxamide hydrochloride